7-hydroxy-3,4-dihydro-quinolone OC1=CC=C2CCC(NC2=C1)=O